COC1=CC=C(C=C1)CN1C(NCCC1=O)=O 3-(4-methoxyphenylmethyl)dihydropyrimidine-2,4(1H,3H)-dione